tert-butyl (1-(((4-(6-(4-(3-chloropicolinamido)-4-methylpiperidin-1-yl)pyridin-3-yl)-3-cyanopyrazolo[1,5-a]pyridin-6-yl)oxy)methyl)cyclopropyl)carbamate ClC=1C(=NC=CC1)C(=O)NC1(CCN(CC1)C1=CC=C(C=N1)C=1C=2N(C=C(C1)OCC1(CC1)NC(OC(C)(C)C)=O)N=CC2C#N)C